7-(cyclopent-1-en-1-yl)-2-(((3S,4R)-3-hydroxytetrahydro-2H-pyran-4-yl)amino)-N,N-dimethylpyrrolo[2,1-f][1,2,4]triazine-6-carboxamide C1(=CCCC1)C1=C(C=C2C=NC(=NN21)N[C@H]2[C@@H](COCC2)O)C(=O)N(C)C